CC=1C=C2C=CC3=C(OCC=C3)C2=CC1 8-methyl-2H-naphtho[1,2-b]pyran